tert-butyl (2-methyl-5-oxo-5-phenylpentyl)carbamate CC(CNC(OC(C)(C)C)=O)CCC(C1=CC=CC=C1)=O